4-(4-((1R,5S)-3,8-diazabicyclo[3.2.1]octan-3-yl)-8-fluoro-2-((1-hydroxycyclopentyl)methoxy)quinazolin-7-yl)-5-ethyl-6-fluoronaphthalen-2-ol [C@H]12CN(C[C@H](CC1)N2)C2=NC(=NC1=C(C(=CC=C21)C2=CC(=CC1=CC=C(C(=C21)CC)F)O)F)OCC2(CCCC2)O